C[C@H]1[C@H]([C@H]([C@@H]([C@@H](O1)O[C@@H]2[C@H](O[C@H]([C@@H]([C@H]2O[C@H]3[C@@H]([C@H]([C@H]([C@H](O3)CO)O)O)O)NC(=O)C)O[C@H]4[C@H]([C@H](O[C@H]([C@@H]4O)O[C@@H]5[C@H](O[C@H]([C@@H]([C@H]5O[C@H]6[C@H]([C@@H]([C@@H]([C@@H](O6)C)O)O)O)NC(=O)C)O)CO)CO)O)CO)O)O)O The molecule is a branched amino hexasaccharide comprising a linear chain of beta-D-galactose, N-acetyl-beta-D-glucosamine, beta-D-galactose and N-acetyl-beta-D-glucosamine, linked (1->3), (1->3) and (1->4) respectively, with an alpha-L-fucose residue linked to each N-acetyl-beta-D-glucosamine residue, (1->3)-linked to the reducing-end GlcNAc and (1->4)linked to the GlcNAc at the non-reducing end. It has a role as an epitope. It is an amino hexasaccharide and a glucosamine oligosaccharide.